alpha-(4-hydroxy-3-methoxyphenyl)ethane OC1=C(C=C(C=C1)CC)OC